5-phenyl-9-hydroxy-4H-benzo[de][2,6]naphthyridine-4,6(5H)-dione C1(=CC=CC=C1)N1C(C=2C=CN=C3C2C(C1=O)=CC=C3O)=O